7-oxo-4,5,6,7-tetrahydro-1H-indol-1,2-dicarboxylic acid 1-(tert-butyl) ester 2-ethyl ester CCOC(=O)C=1N(C=2C(CCCC2C1)=O)C(=O)OC(C)(C)C